C(#N)N[C@@H]1CC[C@H](CC1)C(=O)NC=1SC(=CN1)C1CCCCC1 trans-4-(cyanoamino)-N-(5-cyclohexyl-1,3-thiazol-2-yl)cyclohexane-1-carboxamide